C(#N)/C=C/C1=CC=2C3=C(C=NC2C=C1)OC(N3C3=CC(=CC=C3)C(F)(F)F)=O (E)-8-(2-cyano-vinyl)-1-[3-(trifluoromethyl)phenyl]oxazolo[5,4-c]quinolin-2(1h)-one